C(C1=CC=CC=C1)N1S(C(C(C2=C1C=CC=C2)=O)(Cl)Cl)(=O)=O 1-Benzyl-3,3-dichloro-1H-2,1-benzothiazin-4(3H)-on-2,2-dioxid